2-((R)-3-((S)-2-hydroxy-3-(3-(N-methylsulfamoyl)phenoxy)propylamino)-1-oxa-8-azaspiro[4.5]decan-8-yl)pyrimidine-4-carboxylic acid O[C@@H](CN[C@H]1COC2(C1)CCN(CC2)C2=NC=CC(=N2)C(=O)O)COC2=CC(=CC=C2)S(NC)(=O)=O